2-(3-(4-(4-(8-bromoquinoxalin-2-yl)-1H-pyrazol-1-yl)piperidin-1-yl)phenyl)-2,2-difluoroacetic acid BrC=1C=CC=C2N=CC(=NC12)C=1C=NN(C1)C1CCN(CC1)C=1C=C(C=CC1)C(C(=O)O)(F)F